3,4-dimethylphenyl 2,4,6-tri-O-acetyl-3-azido-3-deoxy-1-thio-α-D-galactopyranoside C(C)(=O)O[C@H]1[C@@H](SC2=CC(=C(C=C2)C)C)O[C@@H]([C@@H]([C@@H]1N=[N+]=[N-])OC(C)=O)COC(C)=O